thiophene-2,5-dicarboxamide S1C(=CC=C1C(=O)N)C(=O)N